COC1=CC=C(C=C1)O 4-Methoxy-phenol